O=C1C(=CC(=CN1COCC[Si](C)(C)C)C(=O)OC)B1OC(C(O1)(C)C)(C)C methyl 6-oxo-5-(4,4,5,5-tetramethyl-1,3,2-dioxaborolan-2-yl)-1-((2-(trimethylsilyl) ethoxy) methyl)-1,6-dihydropyridine-3-carboxylate